(R*)-3-(2-(3-aminoprop-1-yn-1-yl)benzofuran-4-yl)piperidine-2,6-dione NCC#CC=1OC2=C(C1)C(=CC=C2)[C@@H]2C(NC(CC2)=O)=O |o1:13|